6-amino-7,8-dimethyl-3,4-dihydro-1H-quinolin-2-one NC=1C=C2CCC(NC2=C(C1C)C)=O